ClC=1N=C(C2=C(N1)C(=C(N=C2)Cl)F)N2CC=1N(CC2)C=CN1 2,7-Dichloro-4-(5,6-dihydroimidazo[1,2-a]pyrazin-7(8H)-yl)-8-fluoropyrido[4,3-d]pyrimidine